FC(S(=O)(=O)OC=1C=C(C=2N(C1)N=CC2C#N)Br)(F)F 4-bromo-3-cyanopyrazolo[1,5-a]pyridin-6-yl trifluoromethanesulfonate